5-(4-Methoxyphenyl)-4-(3,4,5-trimethoxyphenyl)-1,2-oxazole COC1=CC=C(C=C1)C1=C(C=NO1)C1=CC(=C(C(=C1)OC)OC)OC